BrCC(=O)C1=NN=C(N1CC1=CC(=C(C=C1)OC)Br)Br 2-bromo-1-[5-bromo-4-(3-bromo-4-methoxybenzyl)-4H-1,2,4-triazol-3-yl]ethan-1-one